C1(=CC=CC=C1)[C@@H]1N2C(COC1)=NC1=C2C=C(C=C1)C=1C=NC(=NC1)N1CCN(CC1)CCCO (S)-3-(4-(5-(4-phenyl-3,4-dihydro-1H-benzo[4,5]imidazo[2,1-c][1,4]oxazin-7-yl)pyrimidin-2-yl)piperazin-1-yl)propan-1-ol